methyl isethionate sodium methyl-lauroyl-isethionate Taurate sodium methyl-lauroyl-taurate CN(CCS(=O)(=O)[O-])C(CCCCCCCCCCC)=O.[Na+].NCCS(=O)(=O)[O-].CC(S(=O)(=O)O)(CO)C(CCCCCCCCCCC)=O.[Na+].S(=O)(=O)(OC)CCO